N(=[N+]=[N-])CCOC(=O)NCCCC[C@H](N)C(=O)O N6-{{2-azidoethoxy}-carbonyl}-L-lysine